N[C@H](C(=O)OCC1CCC(CC1)COC(C(CC1=CC(=C(C=C1)O)O)N)=O)CC1=CC(=C(C=C1)O)O cyclohexane-1,4-diylbis(methylene) (2S,2'S)-bis(2-amino-3-(3,4-dihydroxyphenyl) propanoate)